C(C)(=O)NC1=CC=C(C=C1)CC(=O)OC methyl 2-(4-acetylaminophenyl)acetate